2,2-Bis[4-(2-hydroxy-3-methacryloyloxypropoxy)phenyl]propan OC(COC1=CC=C(C=C1)C(C)(C)C1=CC=C(C=C1)OCC(COC(C(=C)C)=O)O)COC(C(=C)C)=O